C(C)(C)(C)OC=1SC=CC1C(CCO)C[N+](=O)[O-] 3-(2-(tert-Butoxy)thiophen-3-yl)-4-nitrobutan-1-ol